4-benzyloxy-6-[4-tert-butyl-2-(4-fluoro-2-methoxy-phenoxy)-6-methyl-phenyl]pyridine-2-carbaldehyde C(C1=CC=CC=C1)OC1=CC(=NC(=C1)C1=C(C=C(C=C1C)C(C)(C)C)OC1=C(C=C(C=C1)F)OC)C=O